Cl.N1=C(C=CC=C1C(=N)N)C(=N)N pyridine-2,6-dicarboxamidine hydrochloride